2-(4-(trifluoromethoxy)phenyl)oxazole-5-carbaldehyde FC(OC1=CC=C(C=C1)C=1OC(=CN1)C=O)(F)F